5-Fluoro-3-[2-[4-methoxy-4-[[(R)-phenylsulphinyl]methyl]-1-piperidinyl]ethyl]-1H-indole FC=1C=C2C(=CNC2=CC1)CCN1CCC(CC1)(C[S@@](=O)C1=CC=CC=C1)OC